5-fluoro-2,3-dimethyl-4-(1,2,3,4-tetrahydroisoquinolin-5-yl)-1H-indole-7-carboxamide FC=1C(=C2C(=C(NC2=C(C1)C(=O)N)C)C)C1=C2CCNCC2=CC=C1